2-(2-((1E,3E)-4-(4-(methoxymethoxy)phenyl)buta-1,3-dien-1-yl)-4H-chromen-4-ylidene)malononitrile COCOC1=CC=C(C=C1)/C=C/C=C/C=1OC2=CC=CC=C2C(C1)=C(C#N)C#N